C(C)(C)(C)OCCOC1=C(C=C(OC1=O)C(=O)NC=1SC(=NN1)N1N=CC=C1Cl)I 5-[2-(tert-butoxy)ethoxy]-N-[5-(5-chloropyrazol-1-yl)-1,3,4-thiadiazol-2-yl]-4-iodo-6-oxopyran-2-carboxamide